C(CC)CO[Si](OC)(OC)N propyl-aminotrimethoxysilane